(2S)-2-amino-4-(hydroxymethylphosphinyl)butanoic acid N[C@H](C(=O)O)CCP(=O)CO